CC1C(C1C=1C=NN(C1)C)C(=O)O trans-2-methyl-3-(1-methyl-1H-pyrazol-4-yl)cyclopropane-1-carboxylic acid